Cl.FC([C@@H](C)N[C@@H]([C@H](O)C)C(=O)O)(F)F ((R)-1,1,1-Trifluoropropan-2-yl)-L-threonine hydrochloride